5-Methoxy-3-methyl-2-[2-[[(3R)-1-methyl-3-piperidyl]amino]oxazolo[4,5-b]pyridin-5-yl]phenol COC=1C=C(C(=C(C1)O)C1=CC=C2C(=N1)N=C(O2)N[C@H]2CN(CCC2)C)C